CC(C)NC (Propan-2-ylamino)methane